4-(((R)-1-(3-(1,1-difluoro-2-hydroxyethyl)-2-fluorophenyl)ethyl)amino)-2-methyl-6-(((R)-tetrahydrofuran-3-yl)oxy)pyrido[2,3-d]pyrimidin-7(8H)-one FC(CO)(F)C=1C(=C(C=CC1)[C@@H](C)NC=1C2=C(N=C(N1)C)NC(C(=C2)O[C@H]2COCC2)=O)F